N[C@@H](CC(C)C)C(=O)N L-leucinamide